CC1(CC2=NN=C(N2C1)C1=CC=CC(=N1)NC(=O)C=1C(=NN(C1)C1=NC=CN=C1)OC)C N-(6-(6,6-dimethyl-6,7-dihydro-5H-pyrrolo[2,1-c][1,2,4]triazol-3-yl)pyridin-2-yl)-3-methoxy-1-(pyrazin-2-yl)-1H-pyrazole-4-carboxamide